N-(3-bromophenyl)acrylamide BrC=1C=C(C=CC1)NC(C=C)=O